FC=1C=CC2=C(CCC(CC2=O)(C(=O)O)C(=O)O)C1 2-fluoro-5-oxo-8,9-dihydro-6H-benzo[7]annulene-7,7-dicarboxylic acid